C(C=1C(CO)=CN=C(C)C1O)NCCNCC=1C(CO)=CN=C(C)C1O.[Mn+2] manganese (II) N,N'-dipyridoxylethylenediamine